NC1=NC2=CC=C(C=C2C=C1CC)C(=O)N(N(C1=NC=CC=N1)C)CC1=NC=C(C=C1)C(F)(F)F 2-amino-3-ethyl-N'-methyl-N'-(pyrimidin-2-yl)-N-((5-(trifluoromethyl)pyridin-2-yl)methyl)quinoline-6-carbohydrazide